acrylamidopropyldimethylammonium C(C=C)(=O)NCCC[NH+](C)C